C(CC(C)C)(=O)NCC(=O)O N-isovaleryl-glycine